N1-(3-aminopropyl)-N1-methyl-N3-(2-(4-(piperazin-1-yl)phenyl)quinolin-4-yl)propane-1,3-diamine trifluoroacetic acid salt FC(C(=O)O)(F)F.NCCCN(CCCNC1=CC(=NC2=CC=CC=C12)C1=CC=C(C=C1)N1CCNCC1)C